C(C)(C)(C)OC(=O)N1C2=CC=CC=C2C=2C(=CC=CC12)C1(CC1)N.COC1=NC=NC(=C1C1=CC=2C(=CN=C(C2)NC(=O)C2C(C2)CN(C)C)N1C)OC N-[2-(4,6-dimethoxypyrimidin-5-yl)-1-methylpyrrolo[2,3-c]pyridin-5-yl]-2-[(dimethylamino)methyl]cyclopropane-1-carboxamide tert-Butyl-4-(1-aminocyclopropyl)-9H-carbazole-9-carboxylate